6-[3-[(1S)-1-[[6-iodo-8-(trifluoromethyl)quinazolin-4-yl]-methyl-amino]ethyl]pyrazin-2-yl]pyridine-3-carbonitrile IC=1C=C2C(=NC=NC2=C(C1)C(F)(F)F)N([C@@H](C)C=1C(=NC=CN1)C1=CC=C(C=N1)C#N)C